C(C1=CC=CC=C1)(=O)C1=CC=C(C=C1)SC1=CC=C(C=C1)C(C(C)(C)S(=O)(=O)CC1=CC=CC=C1)=O 1-(4-(4-benzoylphenylsulfanyl)phenyl)-2-toluenesulfonyl-2-methyl-1-propanone